C1(=CC=CC=C1)CS(=O)(=O)OC1=C(O[C@](C1=O)([2H])C1=CC=C(C=C1)C(N)=O)N (R)-2-amino-5-(4-carbamoylphenyl)-4-oxo-4,5-dihydrofuran-3-yl-5-d phenylmethanesulfonate